C(#N)C=1C(=NC(=NC1)NC=1C(=CC(=C(C1)NC(C=C)=O)N(C)CCN(C)C)OC)C1=CN(C2=C(C=CC=C12)OC)C1CC1 N-(5-((5-Cyano-4-(1-cyclopropyl-7-methoxy-1H-indol-3-yl)pyrimidin-2-yl)amino)-2-((2-(dimethylamino)ethyl)(methyl)amino)-4-methoxyphenyl)acrylamide